C(C)S(=O)(=O)NC1=C(C=C(C=C1)C1=NN(C(=C1C(=O)N)NC1=NC=CN=C1)COCC[Si](C)(C)C)OCC(C)C 3-(4-(ethylsulfonamido)-3-isobutoxyphenyl)-5-(pyrazin-2-ylamino)-1-((2-(trimethylsilyl)ethoxy)methyl)-1H-pyrazole-4-carboxamide